C(#N)C=1C=C(C=C(C1)F)[C@H]1N(OCC1)C(=O)[C@@H]1CC[C@H](CC1)CN1N=C2C=CC(=CC2=C1)C#N trans-2-((4-((S)-3-(3-cyano-5-fluorophenyl)isoxazolidine-2-carbonyl)cyclohexyl)methyl)-2H-indazole-5-carbonitrile